ClC1=CC=C(C=C1)C=1C=C(C(N(N1)C1=CC(=CC=C1)F)=O)C(=O)NC[C@H](C(F)F)O 6-(4-chlorophenyl)-N-[(2R)-3,3-difluoro-2-hydroxypropyl]-2-(3-fluorophenyl)-3-oxo-2,3-dihydropyridazine-4-carboxamide